N-Boc-propane-1,3-diamine C(=O)(OC(C)(C)C)NCCCN